FC=1C=C2C(=CNC(C2=CC1F)=O)[C@@H](C)N(C(=O)C=1NC2=CC=CC=C2C1)CC(C)C (R)-N-(1-(6,7-difluoro-1-oxo-1,2-dihydroisoquinolin-4-yl)ethyl)-N-isobutyl-1H-indole-2-carboxamide